2-(1H-Imidazo[4,5-b]pyridin-6-yl)-9-(2-isopropylphenyl)-8-oxo-8,9-dihydro-7H-purine N1C=NC2=NC=C(C=C21)C2=NC=C1NC(N(C1=N2)C2=C(C=CC=C2)C(C)C)=O